C(C1=CC=CC=C1)NC1=NC(=NC=2[C@H](CCCC12)OC)N1C(=CC2=C(C=CC=C12)NS(=O)(=O)C)C N-[1-[(8S)-4-(benzylamino)-8-methoxy-5,6,7,8-tetrahydroquinazolin-2-yl]-2-methyl-indol-4-yl]methanesulfonamide